ClC1=CC=C(COC=2C=CC(=C(C2)O)C=2N=NC(=CC2)C(F)(F)F)C=C1 5-((4-chlorobenzyl)oxy)-2-(6-(trifluoromethyl)pyridazin-3-yl)phenol